C(C)(C)(C)OC(=O)N1C[C@H](CCC1)NC1=NC=C(C(=N1)C1=CNC2=CC(=CC=C12)C(=O)Cl)C(F)(F)F.O(C)C1=CC=C2C(CCSC2=C1)=O 7-methoxyl-thiochroman-4-one tert-butyl-(3S)-3-[[4-(6-chlorocarbonyl-1H-indol-3-yl)-5-(trifluoromethyl)pyrimidin-2-yl]amino]piperidine-1-carboxylate